C1(CCCC1)NC1=C(C=C(C=C1)C(C(=O)N)=C)C1=NC=CC=C1 (4-(cyclopentylamino)-3-(pyridin-2-yl)phenyl)acrylamide